6-(hydroxymethyl)-4-(4-(naphthalen-2-yl)-1H-1,2,3-triazol-1-yl)tetrahydro-2H-pyran-3,5-diol OCC1C(C(C(CO1)O)N1N=NC(=C1)C1=CC2=CC=CC=C2C=C1)O